NC1=NC=CC=C1S(=O)(=O)NC(=O)C=1C(=NC(=CC1)C1COCCC1)N1C(C[C@@H](C1)C)(C)C N-[(2-Amino-3-pyridyl)sulfonyl]-6-tetrahydropyran-3-yl-2-[(4S)-2,2,4-trimethylpyrrolidin-1-yl]pyridin-3-carboxamid